(1s,2r,3s,5r)-3-[2-(2-amino-3-bromo-7-quinolinyl)ethyl]-5-(4-amino-7H-pyrrolo[2,3-d]pyrimidin-7-yl)-3-methyl-1,2-cyclopentanediol NC1=NC2=CC(=CC=C2C=C1Br)CC[C@@]1([C@H]([C@H]([C@@H](C1)N1C=CC2=C1N=CN=C2N)O)O)C